Methyl 4-(3-(4-chloro-3-ethyl-1H-pyrrolo[2,3-b]pyridin-5-yl)phenyl)-3-oxopiperazine-1-carboxylate ClC1=C2C(=NC=C1C=1C=C(C=CC1)N1C(CN(CC1)C(=O)OC)=O)NC=C2CC